CC=1C=C(C=CC1C)C1=C(C2=C(C(N1)=O)C(=NN2)NC2CS(C=C2)(=O)=O)O 6-(3,4-dimethylphenyl)-3-((1,1-dioxido-2,3-dihydrothiophen-3-yl)amino)-7-hydroxy-1,5-dihydro-4H-pyrazolo[4,3-c]pyridin-4-one